ClC=1C=CC=2C(C3=CC=C(C=C3OC2C1)Cl)NC(=O)C1=CN=C(NC1=O)COC1=CC(=CC=C1)C(F)(F)F N-(3,6-dichloro-9H-xanthen-9-yl)-6-oxo-2-((3-(trifluoromethyl)phenoxy)methyl)-1,6-dihydropyrimidine-5-carboxamide